[Sb].[Te].[Bi] bismuth-tellurium-antimony